2,4,5-trichlorophenyl isothiocyanate ClC1=C(C=C(C(=C1)Cl)Cl)N=C=S